((3-fluorophenyl)thio)-1-(5-(5-(trifluoromethyl)-1,2,4-oxadiazol-3-yl)pyridin-2-yl)ethan-1-one FC=1C=C(C=CC1)SCC(=O)C1=NC=C(C=C1)C1=NOC(=N1)C(F)(F)F